N[C@H]1[C@H](COC(C1)(C)C)NC(OCC[Si](C)(C)C)=O 2-(trimethylsilyl)ethyl (3R,4R)-4-amino-6,6-dimethyl-tetrahydro-2H-pyran-3-ylcarbamate